O=C1NC(CCC1N1C(C2=CC=CC(=C2C1=O)N1CC2(C1)CC(C2)C(=O)O)=O)=O 2-[2-(2,6-dioxopiperidin-3-yl)-1,3-dioxo-2,3-dihydro-1H-isoindol-4-yl]-2-azaspiro[3.3]heptane-6-carboxylic acid